ClCC1=NN(C=N1)C (chloromethyl)-1-methyl-1H-1,2,4-triazole